3-(Methylamino)-1-propanol CNCCCO